CSC=1N=CC2=C(N1)N(C(C=C2C#C[Si](C(C)C)(C(C)C)C(C)C)=O)C2CCC(CC2)CO[Si](C)(C)C(C)(C)C 2-(methylsulfanyl)-8-[(1s,4s)-4-{[(tert-butyldimethylsilyl)oxy]methyl}cyclohexyl]-5-[2-(triisopropylsilyl)ethynyl]pyrido[2,3-d]pyrimidin-7-one